N1=CN=C(C2=C1NC=C2)C=2C=NN(C2)C2(CN(C2)C2CCN(CC2)C(=O)C=2SC1=C(C2)C(=CC=C1)C(F)(F)F)CC#N [3-[4-(7H-pyrrolo[2,3-d]pyrimidin-4-yl)-1H-pyrazol-1-yl]-1-(1-{[4-(trifluoromethyl)-1-benzothien-2-yl]carbonyl}piperidin-4-yl)azetidin-3-yl]acetonitrile